CN(CCOC1=C(C=C(C(=C1)OC)NC1=NC=CC(=N1)C1=CN(C2=CC=CC=C12)C)NC(C=C)=O)C N-[2-[2-(dimethylamino)ethoxy]-4-methoxy-5-[[4-(1-methyl-1H-indol-3-yl)-2-pyrimidinyl]amino]phenyl]-2-propenamide